N1C(=NC=C1)C1CCN(CC1)C(=O)C1=CC=C(C=C1)C1=NNC2=CC=CC=C12 (4-(1H-imidazol-2-yl)piperidin-1-yl)(4-(1H-indazol-3-yl)phenyl)methanone